C(C)[N-]C1=CC=CC2=CC=CC=C12 ethyl(1-naphthyl)amid